NC1=NC=CC(=C1Cl)SC=1C=2N(C(=NC1)N1CCC3(CCNCC3NC(OC(C)(C)C)=O)CC1)C=NN2 tert-butyl (9-(8-((2-amino-3-chloropyridin-4-yl)sulfanyl)-[1,2,4]triazolo[4,3-c]pyrimidin-5-yl)-3,9-diazaspiro[5.5]undecane-1-yl)carbamate